4-(5-(3-fluoro-5-(imidazo[1,2-a]pyridine-3-carboxamido)-4-methylphenyl)-1,2,4-oxadiazol-3-yl)piperazine-1-carboxylic acid methyl ester COC(=O)N1CCN(CC1)C1=NOC(=N1)C1=CC(=C(C(=C1)NC(=O)C1=CN=C2N1C=CC=C2)C)F